[Ca+2].C([O-])([O-])=O.FC(C=1C=C2C(=CN=NC2=CC1)C=1C=C(C=NC1)NC(C(C1=CC=CC=C1)=O)=O)(F)F N-(5-(6-trifluoromethylcinnolin-4-yl)pyridin-3-yl)-2-oxo-2-phenylacetamide carbonate calcium salt